C(C)OC1=CC=C(C=C1)C1=C(C=C(C=C1)C(C)=O)F (4'-ethoxy-2-fluoro-[1,1'-biphenyl]-4-yl)ethan-1-one